(7-Chloro-4-fluoro-1H-benzo[d]imidazol-2-yl)(4,5-dimethyl-7,8-dihydro-1,6-naphthyridin-6(5H)-yl)methanone ClC1=CC=C(C2=C1NC(=N2)C(=O)N2C(C=1C(=CC=NC1CC2)C)C)F